BrC=1C=C2C=NC(=NC2=CC1)C1CCOCC1 6-bromo-2-(tetrahydro-2H-pyran-4-yl)quinazoline